1,3-bis(4-iodophenyl)urea IC1=CC=C(C=C1)NC(=O)NC1=CC=C(C=C1)I